P(=O)(O)([O-])[O-].[Co+2].[Ni+2].P(=O)(O)([O-])[O-] nickel-cobalt hydrogen phosphate